C[Si]1(CC[C@H](CCC1)NC(=O)C1=CC2=C(N=C(S2)OC)N1)C (S)-N-(1,1-dimethylsilepan-4-yl)-2-methoxy-4H-pyrrolo[2,3-d]thiazole-5-carboxamide